F[C@@H]1[C@@H](CN(C1)C([C@@](C(F)(F)F)(C)O)=O)NC(C1=C(N=CC(=C1)B1OC(C(O1)(C)C)(C)C)OC)=O N-((3R,4S)-4-fluoro-1-((R)-3,3,3-trifluoro-2-hydroxy-2-methylpropanoyl)pyrrolidin-3-yl)-2-methoxy-5-(4,4,5,5-tetramethyl-1,3,2-dioxaborolan-2-yl)nicotinamide